(6S)-6-tert-butyl-N-[(1R)-3-(4-fluoropiperidin-1-yl)-1-phenylpropyl]-5,6,7,8-tetrahydrothieno[2,3-b]quinoline-2-carboxamide C(C)(C)(C)[C@@H]1CC=2C=C3C(=NC2CC1)SC(=C3)C(=O)N[C@H](CCN3CCC(CC3)F)C3=CC=CC=C3